ClC=1C(=CC(=C(C(=O)OC)C1)F)COC1=NC=C(C=C1)F methyl 5-chloro-2-fluoro-4-(((5-fluoropyridin-2-yl)oxy)methyl)benzoate